O-methoxybenzonitrile COC1=CC=CC=C1C#N